ClC1=C(C=CC=C1)CS(=O)(=O)NC1=CC=C(C=C1)N1C2=C(NC(CC1=O)=O)C1=CC=CC=C1C=C2 1-(2-chlorophenyl)-N-[4-(2,4-dioxo-1,2,3,4-tetrahydronaphtho[1,2-b][1,4]diazepine-5-yl)phenyl]methanesulfonamide